CN1N=CC(=C1C1=NC=C(C(=N1)OC1CN(C1)C(=O)N1N=CC[C@H]1C=1C=NC=C(C1)F)F)C (S)-(3-((2-(1,4-dimethyl-1H-pyrazol-5-yl)-5-fluoropyrimidin-4-yl)oxy)azetidin-1-yl)(5-(5-fluoropyridin-3-yl)-4,5-dihydro-1H-pyrazol-1-yl)methanone